C1(=CC=CC=C1)C1=CC(=C(C=C1)C1=NC(=NC(=N1)Cl)C1=CC=CC=C1)C1=CC=CC=C1 2-([1,1':3',1''-terphenyl]-4'-yl)-4-chloro-6-phenyl-1,3,5-triazine